FC1=C(C=CC=C1F)C1=C(N=C2N1C=CC=C2C=2C=CC(=C(C(=O)NC1=CC=C(C=C1)F)C2)C)C 5-(3-(2,3-difluorophenyl)-2-methylimidazo[1,2-a]pyridin-8-yl)-N-(4-fluorophenyl)-2-methylbenzamide